3-((3-((3R,5R)-5-(4-chlorophenyl)tetrahydro-furan-3-yl)-1,2,4-oxadiazol-5-yl)methyl)pyrido[2,3-d]pyrimidine-4,7(3H,8H)-dione ClC1=CC=C(C=C1)[C@H]1C[C@@H](CO1)C1=NOC(=N1)CN1C=NC2=C(C1=O)C=CC(N2)=O